(2-(2,6-dioxopiperidin-3-yl)-3-oxoisoindolin-5-yl)methyl(1-benzylazetidin-3-yl)carbamate O=C1NC(CCC1N1CC2=CC=C(C=C2C1=O)OC(N(C1CN(C1)CC1=CC=CC=C1)C)=O)=O